2-(3-((1s,3R)-3-methoxy-1-(4-methyl-4H-1,2,4-triazol-3-yl)cyclobutyl)phenyl)-6-((S)-1-((1-methylcyclobutyl)amino)ethyl)-4-(trifluoromethyl)isoindolin-1-one COC1CC(C1)(C1=NN=CN1C)C=1C=C(C=CC1)N1C(C2=CC(=CC(=C2C1)C(F)(F)F)[C@H](C)NC1(CCC1)C)=O